(Oxan-3-yl)methyl methanesulfonate CS(=O)(=O)OCC1COCCC1